N-{2-[(3S,4S)-3-fluoro-4-methoxy-piperidin-1-yl]pyrimidin-4-yl}-8-[(2R,3S)-3-(methanesulfonyl-methyl)-2-methylazetidin-1-yl]-5-(propan-2-yl)isoquinolin-3-amine F[C@H]1CN(CC[C@@H]1OC)C1=NC=CC(=N1)NC=1N=CC2=C(C=CC(=C2C1)C(C)C)N1[C@@H]([C@H](C1)CS(=O)(=O)C)C